2-[[6-[5-chloro-3-[1-[1-(2-pyridyl)-4-piperidyl]pyrazol-4-yl]quinoxalin-6-yl]oxy-2-methyl-benzimidazol-1-yl]methoxy]ethyl-trimethyl-silane ClC1=C2N=C(C=NC2=CC=C1OC=1C=CC2=C(N(C(=N2)C)COCC[Si](C)(C)C)C1)C=1C=NN(C1)C1CCN(CC1)C1=NC=CC=C1